C1(CC1)C=1C=CC=2N(C1)C=C(N2)COC2=NC(=NC(=C2)NCC2=C(C=C(C=C2C)C(NC(=O)OCCCCCC)=N)C)C(=O)O 4-((6-cyclopropylimidazo[1,2-a]pyridin-2-yl)methoxy)-6-(4-(N-(hexyloxycarbonyl)carbamimidoyl)-2,6-dimethylbenzylamino)pyrimidine-2-carboxylic acid